4-Iodo-3-methyl-1-(5-(2-methylpropan-1-en-1-yl)-4-(4-(trifluoromethyl)phenyl)thiazol-2-yl)-1H-pyrazole-5-carboxylic acid methyl ester COC(=O)C1=C(C(=NN1C=1SC(=C(N1)C1=CC=C(C=C1)C(F)(F)F)C=C(C)C)C)I